CC1=CC=C(C=C1)C(=C)C P,ALPHA-DIMETHYLSTYRENE